FC(CCC(C)(C)C=1C(=NC2=CC=CC=C2C1)C1=NC2=C(C(=C1C)C)OC1=C2C=CC=C1)(F)F (trifluorodimethylbutyl)(dimethyl-benzofuropyridineyl)quinoline